ClC1=C2NC=C(C[C@H](N)C(=O)O)C2=CC=C1 7-chloro-tryptophan